ClN1CCN(CC1)C1=CC=CC=2OCC(OC21)C 5-(4-chloropiperazin-1-yl)-3-methyl-2,3-dihydro-1,4-benzodioxine